ClC=1C=C2C(=CC(=NC2=CC1)C(F)(F)F)NCC1(CN(C1)C(=O)N)N1N=C(C=C1)C#N 3-(((6-chloro-2-(trifluoromethyl)quinolin-4-yl)amino)methyl)-3-(3-cyano-1H-pyrazol-1-yl)azetidine-1-carboxamide